(4-(4-(difluoromethyl)-1-methyl-1H-imidazol-2-yl)phenyl)methylamine FC(C=1N=C(N(C1)C)C1=CC=C(C=C1)CN)F